FC1=CC=CC2=C1SC(=C2)C(=O)[O-] 7-fluorobenzo[b]thiophene-2-carboxylate